(7-(benzyloxy)-4-chloroquinolin-3-yl)(4-(trifluoromethyl)phenyl)methanol C(C1=CC=CC=C1)OC1=CC=C2C(=C(C=NC2=C1)C(O)C1=CC=C(C=C1)C(F)(F)F)Cl